OCCN(N)CCO 1,1-bis(beta-hydroxyethyl)hydrazine